C(C1=CC=CC=C1)N1CCN(C2=CC=CC=C12)C(CCN1CCCCC1)=O 1-(4-benzyl-3,4-dihydroquinoxalin-1(2H)-yl)-3-(piperidin-1-yl)propan-1-one